FC=1C=NC=CC1C1=NN2C(=NC=3C=CC=CC3C2=N1)NC=1C(N=CC=CC1)=O (3S)-3-{[2-(3-Fluoropyridin-4-yl)[1,2,4]triazolo[1,5-c]quinazolin-5-yl]amino}azepin-2-one